2-(2-hydroxy-2-phenylethyl)-2-isopropyl-5,5-dimethylcyclohexane-1-carboxamide OC(CC1(C(CC(CC1)(C)C)C(=O)N)C(C)C)C1=CC=CC=C1